Methyl 3-(3-(1-(2-(2-fluoro-5-((6-fluoro-4-methyl-1H-indol-5-yl)oxy)phenyl)-1H-imidazol-5-yl)ethyl)phenyl)propanoate FC1=C(C=C(C=C1)OC=1C(=C2C=CNC2=CC1F)C)C=1NC(=CN1)C(C)C=1C=C(C=CC1)CCC(=O)OC